N-(4-(3-(ethylamino)pyrrolidin-1-yl)-2-fluorophenyl)-7-methoxy-2-methylimidazo[1,2-a]pyridine-6-carboxamide C(C)NC1CN(CC1)C1=CC(=C(C=C1)NC(=O)C=1C(=CC=2N(C1)C=C(N2)C)OC)F